ClC1=C(C=2N=C(N=C3C2C(=N1)OC[C@@H](N3CC3=C(C=C(C=C3)OC)OC)C)S(=O)C)F (9S)-5-chloro-10-(2,4-dimethoxybenzyl)-4-fluoro-9-methyl-2-(methylsulfinyl)-9,10-dihydro-8H-7-oxa-1,3,6,10-tetraazacyclohepta[de]naphthalene